BrC=1C=CC2=C(C=C2C(C)(O)C=2N=CN(C2)C(C2=CC=CC=C2)(C2=CC=CC=C2)C2=CC=CC=C2)C1 1-(5-bromobenzocyclobutene-2-yl)-1-[1-(triphenylmethyl)imidazol-4-yl]ethanol